3-(3,5-Dichloro-4-fluorophenyl)-1-(8-fluoro-6-oxo-1,4,5,6-tetrahydro-2H-pyrano[3,4-c]isoquinolin-1-yl)-1-methylurea ClC=1C=C(C=C(C1F)Cl)NC(N(C)C1COCC=2NC(C=3C=C(C=CC3C21)F)=O)=O